C(C1=CC=CC=C1)C(=O)C1=C(C=C(C=C1)O)O 2,4-dihydroxyphenyl benzyl ketone